4-methyl-N-[[[3-[[[4-methylphenyl]sulfonyl]oxy]phenyl]amino]carbonyl]benzenesulfonamide CC1=CC=C(C=C1)S(=O)(=O)NC(=O)NC1=CC(=CC=C1)OS(=O)(=O)C1=CC=C(C=C1)C